C(C)(C)(C)OC(=O)N1CC(CCC1)OC1=CC=C(C=C1)C=1C=C2C(=CC=NC2=CC1)C(=O)O 6-(4-(1-(tert-butoxycarbonyl)piperidin-3-yloxy)phenyl)quinoline-4-carboxylic acid